N-(2-(5-(6-(3-cyanopyrrolo[1,2-b]pyridazin-7-yl)-4-(isopropylamino)pyridin-3-yl)-1,3,4-thiadiazol-2-yl)-2-azaspiro[3.5]nonan-7-yl)acetamide C(#N)C1=CC=2N(N=C1)C(=CC2)C2=CC(=C(C=N2)C2=NN=C(S2)N2CC1(C2)CCC(CC1)NC(C)=O)NC(C)C